dicumene chromium [Cr].C1(=CC=CC=C1)C(C)C.C1(=CC=CC=C1)C(C)C